3-fluoro-4-(thien-3-yl)benzoic acid methyl ester COC(C1=CC(=C(C=C1)C1=CSC=C1)F)=O